(5'S,7a'R)-1-[4-methyl-5-(1,3-oxazol-2-yl)pyrimidin-2-yl]-5'-phenyltetrahydro-3'H-spiro[piperidine-4,2'-pyrrolo[2,1-b][1,3]oxazol]-3'-one CC1=NC(=NC=C1C=1OC=CN1)N1CCC2(C(N3[C@H](O2)CC[C@H]3C3=CC=CC=C3)=O)CC1